S1S[C@@H](CC1)CCCCC(=O)O |r| (+/-)-1,2-dithiolane-3-valeric acid